N-hydroxy-4-[[[4-[(5-methyl-1H-pyrazol-3-yl)amino]pyrrolo[2,1-f][1,2,4]triazin-2-yl]thio]methyl]benzamide Ethyl-acrylate C(C)OC(C=C)=O.ONC(C1=CC=C(C=C1)CSC1=NN2C(C(=N1)NC1=NNC(=C1)C)=CC=C2)=O